BrC1=CC2=C(OC[C@@H](C(N2C)=O)NC(=O)N2N=C(C=C2)CC2=NC(=CC=C2)F)C=C1 (S)-N-(7-bromo-5-methyl-4-oxo-2,3,4,5-tetrahydrobenzo[b][1,4]oxazepin-3-yl)-4Z-((6-fluoropyridin-2-yl)methyl)-1H-pyrazole-1-carboxamide